DIETHYLENE GLYCOL DIMETHYL ETHER COCCOCCOC